(2S,4S)-4-trifluoromethyl-pyrrolidine-2-carboxylic acid FC([C@H]1C[C@H](NC1)C(=O)O)(F)F